tetraglycidyl-1,3-cyclohexanediamine C(C1CO1)C1(CC(C(CC1N)N)(CC1CO1)CC1CO1)CC1CO1